BrCC1=CC=C(C(=N1)N1CCOCC1)C(F)(F)F 4-[6-(bromomethyl)-3-(trifluoromethyl)pyridin-2-yl]morpholine